C(CCCCCCC(=O)[O-])(=O)[O-] suberic acid anion